C1(CC1)C=1N=CN(C1)C1=CC=CC2=C1C(=C(O2)C(=O)O)C (4-cyclopropyl-1H-imidazol-1-yl)-3-methylbenzofuran-2-carboxylic acid